C(OC1=C(C=CC(=C1)OCCOC(F)(F)F)NC1=CC=NC2=CC(=CC=C12)C)([2H])([2H])[2H] N-(2-(methoxy-d3)-4-(2-(trifluoromethoxy)ethoxy)phenyl)-7-methylquinolin-4-amine